C(C)NCC(C(C([C@H](CO)O)O)O)O (S)-6-(ethylamino)hexane-1,2,3,4,5-pentaol